methyl (1S,3S)-3-((6-(5-chloro-3-(hydroxymethyl)thiophen-2-yl)-2-methylpyridin-3-yl)oxy)cyclohexane-1-carboxylate ClC1=CC(=C(S1)C1=CC=C(C(=N1)C)O[C@@H]1C[C@H](CCC1)C(=O)OC)CO